2-(methylsulfonyl)-7,9-dihydro-8H-purin-8-one CS(=O)(=O)C1=NC=C2NC(NC2=N1)=O